2-(4,4-difluoropiperidin-1-yl)-N-(6,7-dihydro-5H-cyclopenta[d]pyrimidin-4-yl)-6-methoxy-7-(3-(pyrrolidin-1-yl)propoxy)quinazolin-4-amine FC1(CCN(CC1)C1=NC2=CC(=C(C=C2C(=N1)NC=1C2=C(N=CN1)CCC2)OC)OCCCN2CCCC2)F